BrC1=CC=C(C(=N1)NC(=O)[C@H]1N([C@@H]2C[C@@]2(C1)CNC)C(=O)OC(C)(C)C)C=C tert-Butyl (1R,3S,5R)-3-((6-bromo-3-vinylpyridin-2-yl)carbamoyl)-5-((methylamino)methyl)-2-azabicyclo[3.1.0]hexane-2-carboxylate